O1C=CC=2C1=C1C=CC=NC1=CC2 furo[2,3-f]quinoline